CC1=CC=C(C(=O)OC2=C(C(=CC(=C2)Cl)C=NC2=CC=C(C=C2)CN(CC)CC)OC(C(C)C)=O)C=C1 5-chloro-3-((4-((dieth-ylamino)methyl)phenylimino)methyl)-2-(isobutyryloxy)phenyl 4-methylbenzoate